6-(4-fluorophenyl)-8-iodo-N-(1-(2-(trifluoromethyl)pyrimidin-5-yl)ethyl)quinazolin-4-amine FC1=CC=C(C=C1)C=1C=C2C(=NC=NC2=C(C1)I)NC(C)C=1C=NC(=NC1)C(F)(F)F